BrC1=C2C=NN(C2=CC(=C1CCC(C)=O)Cl)C1OCCCC1 4-(4-Bromo-6-chloro-1-(tetrahydro-2H-pyran-2-yl)-1H-indazol-5-yl)butan-2-one